5-chloro-N-(2,4-dimethoxybenzyl)-2-fluoro-4-((1-(4-fluorophenyl)cyclopropyl)amino)-N-(thiazol-2-yl)benzenesulfonamide ClC=1C(=CC(=C(C1)S(=O)(=O)N(C=1SC=CN1)CC1=C(C=C(C=C1)OC)OC)F)NC1(CC1)C1=CC=C(C=C1)F